C(#N)[C@H](CC1=CC=C(C=C1)C=1C=CC2=C(N(C(O2)=O)CC2CCOCC2)C1)NC(=O)[C@H]1OCCCNC1 (2S)-N-[(1S)-1-cyano-2-{4-[2-oxo-3-(tetrahydro-2H-pyran-4-ylmethyl)-2,3-dihydro-1,3-benzoxazol-5-yl]phenyl}ethyl]-1,4-oxazepan-2-carboxamide